diisobutyl 2,3-dibromomaleate Br/C(/C(=O)OCC(C)C)=C(/C(=O)OCC(C)C)\Br